bis(ethylphenyl)phosphite C(C)C1=C(C=CC=C1)OP(OC1=C(C=CC=C1)CC)[O-]